4-Amino-5-chloro-2-methoxy-N-((1-thiomorpholinocycloheptyl)methyl)benzamid NC1=CC(=C(C(=O)NCC2(CCCCCC2)N2CCSCC2)C=C1Cl)OC